ClC1=C(C=CC=C1)[C@@H]1[C@H](NCO1)C=1C=NC=C(C1)C#CC1=CC=CC=C1 (4r,5r)-5-(2-chlorophenyl)-4-(5-(phenylethynyl)pyridin-3-yl)oxazolidin